BrC1=C(C(=C2C(=NC(=NC2=C1F)SC)N1CC2CCC(C1)N2C(=O)OC(C)(C)C)OC)I tert-butyl 3-(7-bromo-8-fluoro-6-iodo-5-methoxy-2-(methylthio)quinazolin-4-yl)-3,8-diazabicyclo[3.2.1]octane-8-carboxylate